methyl (p-hydroxybenzoate) OC1=CC=C(C(=O)OC)C=C1